(6-fluoro-4-(4-fluorophenyl)-3,4-dihydroquinoxaline-1(2H)-yl)(3-(isopropylamino)pyrrolidin-1-yl)methanone FC=1C=C2N(CCN(C2=CC1)C(=O)N1CC(CC1)NC(C)C)C1=CC=C(C=C1)F